FC(CC(F)(F)F)C=C(C(=O)O)C.C(C(=C)C)(=O)OC(CC(F)(F)F)F tetrafluoropropyl methacrylate (tetrafluoropropyl methacrylate)